(4-iodo-1H-pyrazol-3-yl)-2-methylpropan-1-one IC=1C(=NNC1)C(C(C)C)=O